C(#N)C1=CC(=NC=C1)N1C=C(C2=C1N=CN=C2N2C[C@H](N(CC2)C(=O)OC(C)(C)C)C)C2=C(C=CC=C2)F tert-butyl (R)-4-(7-(4-cyanopyridin-2-yl)-5-(2-fluorophenyl)-7H-pyrrolo[2,3-d]pyrimidin-4-yl)-2-methylpiperazine-1-carboxylate